C[C@H]1N[C@H](CC2=C1NC1=CC=CC=C21)C(=O)O (1R,3R)-1-methyl-2,3,4,9-tetrahydropyridino[3,4-b]indol-3-formic acid